succinic acid monoimide C(CCC(=O)O)(O)=N